FC=1C=C2C(=C(NC2=C(C1)F)C1=CC=C(C=C1)F)C(C(=O)N)CCC 5,7-difluoro-2-(4-fluorophenyl)-1H-indol-3-yl-(propyl)acetamide